N1C(=NC2=C1C=CC=C2)C(=O)N[C@H](C(=O)NN(C(=O)OC(C)(C)C)CCC(=O)N)CC2CCC2 tert-Butyl (S)-2-(2-(1H-benzo[d]imidazole-2-carboxamido)-3-cyclobutylpropanoyl)-1-(3-amino-3-oxopropyl)hydrazine-1-carboxylate